4,5,6-trifluoropyridin-2-amine FC1=CC(=NC(=C1F)F)N